FC=1C=C(C=CC1)SC=1N=NC(=C(C1C#N)C)C 3-[(3-Fluorophenyl)sulfanyl]-5,6-dimethylpyridazine-4-carbonitrile